N-((1R,2S)-2-(3,4-difluorophenyl)cyclopropyl)-6-methyl-2-phenylthieno[2,3-d]pyrimidin-4-amine FC=1C=C(C=CC1F)[C@H]1[C@@H](C1)NC=1C2=C(N=C(N1)C1=CC=CC=C1)SC(=C2)C